6-(((5-(5-methyl-1,2,4-oxadiazol-3-yl)pyridin-2-yl)methyl)amino)pyrimidine-4-carbonitrile CC1=NC(=NO1)C=1C=CC(=NC1)CNC1=CC(=NC=N1)C#N